(R)-4,4-difluoro-1-(5-(2-hydroxy-4-(trifluoromethyl)phenyl)pyrido[2,3-d]pyridazin-8-yl)pyrrolidin-3-ol FC1([C@@H](CN(C1)C=1N=NC(=C2C1N=CC=C2)C2=C(C=C(C=C2)C(F)(F)F)O)O)F